methyl 2-((tert-butoxycarbonyl)amino)-3-iodopropanoate C(C)(C)(C)OC(=O)NC(C(=O)OC)CI